C(C)OC(=O)[C@@H]1N(C[C@@H](C1)O)C(=O)OCC1=CC=CC=C1 (2R,4R)-1-(benzyloxycarbonyl)-4-hydroxypyrrolidine-2-carboxylic acid ethyl ester